(S)-3-(3-(4-hydroxy-1-methyl-2-oxo-1,2-dihydropyridin-3-yl)ureido)-3-(4-phenylthiophen-2-yl)propanoic acid sodium salt [Na+].OC1=C(C(N(C=C1)C)=O)NC(N[C@@H](CC(=O)[O-])C=1SC=C(C1)C1=CC=CC=C1)=O